BrC1=CC=C(C=C1)[C@@H](C)NC(OC(C)(C)C)=O t-butyl [(1R)-1-(4-bromophenyl)ethyl]carbamate